FC(N1N=C(C2=CC=C(C=C12)OCC(C)(C)O)C(=O)NC1CC2(C1)CC(C2)OC2=NN1C(C=C(C=C1)C1=CC=CC=C1)=C2C(N)=O)F 1-(difluoromethyl)-6-(2-hydroxy-2-methylpropoxy)-N-[(4s)-6-({3-carbamoyl-5-phenylpyrazolo[1,5-a]pyridin-2-yl}oxy)spiro[3.3]heptan-2-yl]-1H-indazole-3-carboxamide